(R)-(1-naphthyl)ethylamine C1(=CC=CC2=CC=CC=C12)CCN